propyl-vinyl-acrylate C(CC)C=C(C(=O)[O-])C=C